tert-butyl (3S)-3-[4-[4-(1-bicyclo[1.1.1]pentanylmethoxy)-3-chloro-2-fluoro-anilino]pyrido[3,2-d]pyrimidin-6-yl]oxypyrrolidine-1-carboxylate C12(CC(C1)C2)COC2=C(C(=C(NC=1C3=C(N=CN1)C=CC(=N3)O[C@@H]3CN(CC3)C(=O)OC(C)(C)C)C=C2)F)Cl